C[C@@H]1N(C[C@H](N(C1)C(C#CC)C1=CC=C(C=C1)C)C)C=1C=2N=C(N(C2N(C(N1)=O)C)CC)CC#N 2-(6-((2S,5R)-2,5-dimethyl-4-(1-(p-tolyl)but-2-yn-1-yl)piperazin-1-yl)-9-ethyl-3-methyl-2-oxo-3,9-dihydro-2H-purin-8-yl)acetonitrile